(S)-1-(3-((4-((5-(furan-2-yl)-2-methoxyphenyl)amino)-7-methoxyquinazolin-6-yl)oxy)pyrrolidin-1-yl)prop-2-en-1-one O1C(=CC=C1)C=1C=CC(=C(C1)NC1=NC=NC2=CC(=C(C=C12)O[C@@H]1CN(CC1)C(C=C)=O)OC)OC